N-(4-methoxy-5-((6-((R)-3-phenylisoxazolidine-2-yl)pyrimidine-4-yl)amino)-2-(4-(4-(tetrahydro-2H-pyran-4-yl)piperazine-yl)piperidine-yl)phenyl)acrylamide COC1=CC(=C(C=C1NC1=NC=NC(=C1)N1OCC[C@@H]1C1=CC=CC=C1)NC(C=C)=O)N1CCC(CC1)N1CCN(CC1)C1CCOCC1